1-[4-[[6-[[5-fluoro-4-(7-fluoro-3-isopropyl-2-methyl-benzimidazol-5-yl)pyrimidin-2-yl]amino]-3-pyridyl]methyl]piperazin-1-yl]tetradecan-1-one FC=1C(=NC(=NC1)NC1=CC=C(C=N1)CN1CCN(CC1)C(CCCCCCCCCCCCC)=O)C1=CC2=C(N=C(N2C(C)C)C)C(=C1)F